CC(CNCC=1SC=C(N1)C=1C=NN(C1)C(F)(F)F)C 2-methyl-N-[[4-[1-(trifluoromethyl)pyrazol-4-yl]thiazol-2-yl]methyl]propan-1-amine